S(C)(=O)(=O)[O-].[Na+] sodium mesylate salt